O1C2=C(OCC1)C=C(C=C2)CNC(=O)N2C=NC1=C2C=CC=C1N1CCN(CC1)C N-((2,3-Dihydrobenzo[b][1,4]dioxin-6-yl)methyl)-4-(4-methylpiperazin-1-yl)-1H-benzo[d]imidazole-1-carboxamide